[4-tert-butyl-2-methyl-5-(trifluoromethyl)phenyl] trifluoromethanesulfonate FC(S(=O)(=O)OC1=C(C=C(C(=C1)C(F)(F)F)C(C)(C)C)C)(F)F